4-(5-((2-oxo-2-(pyridazin-4-yl)ethyl)thio)-1H-tetrazol-1-yl)benzoic acid O=C(CSC1=NN=NN1C1=CC=C(C(=O)O)C=C1)C1=CN=NC=C1